N-(4-((6-(3-butylureido)-7-ethoxyquinazolin-4-yl)oxy)-3-fluorophenyl)-1-(4-fluorophenyl)-2-oxopiperidine-3-carboxamide C(CCC)NC(NC=1C=C2C(=NC=NC2=CC1OCC)OC1=C(C=C(C=C1)NC(=O)C1C(N(CCC1)C1=CC=C(C=C1)F)=O)F)=O